(2R)-2-(2-methylphenyl)piperazine CC1=C(C=CC=C1)[C@H]1NCCNC1